N,N-didodecylaniline C(CCCCCCCCCCC)N(C1=CC=CC=C1)CCCCCCCCCCCC